5-bromo-N-(2-(2,2-dimethylpyrrolidin-1-yl)ethyl)-6-methylnicotinamide BrC=1C(=NC=C(C(=O)NCCN2C(CCC2)(C)C)C1)C